methyl-1,3-oxazole CC=1OC=CN1